Calcium octadecyloxy azelate C(CCCCCCCC(=O)[O-])(=O)OOCCCCCCCCCCCCCCCCCC.[Ca+2].C(CCCCCCCCCCCCCCCCC)OOC(CCCCCCCC(=O)[O-])=O